4-hydroxymethylphenyl-diphenylsulfonium chloride [Cl-].OCC1=CC=C(C=C1)[S+](C1=CC=CC=C1)C1=CC=CC=C1